Deoxy-D-rhamnose O=CC[C@@H](O)[C@H](O)[C@H](O)C